C(C)(C)(C)OC(C(C[C@H](CC1=CC(=C(C=C1)O)[N+](=O)[O-])NC(=O)OC(C)(C)C)C)=O (4R)-4-((tert-Butoxycarbonyl)amino)-5-(4-hydroxy-3-nitrophenyl)-2-methyl-pentanoic acid tert-butyl ester